N1C=CC=2C(=CC=CC12)C=O 4-indolecarbaldehyde